((R)-1-aminoethyl)-N-(pyridin-4-yl)cyclohexane-1-carboxamide N[C@H](C)C1(CCCCC1)C(=O)NC1=CC=NC=C1